tert-butyl 3-(5-(6-chloro-3-cyanopyrazolo[1,5-a]pyrazin-4-yl)pyridin-2-yl)-3,6-diazabicyclo[3.1.1]heptane-6-carboxylate ClC=1N=C(C=2N(C1)N=CC2C#N)C=2C=CC(=NC2)N2CC1N(C(C2)C1)C(=O)OC(C)(C)C